ClC1=CC=C(C=C1)C=CC(=O)N[C@H](C(=O)O)CC1=CC=CC=C1 (2S)-2-[3-(4-chlorophenyl)prop-2-enoylamino]-3-phenylpropanoic acid